C(CCCCCCCCCCC)NCCC(=O)[O-].[Na+] sodium 3-dodecylamino-propionate